methylphenylcarbonyl acetate C(C)(=O)OC(=O)C1=C(C=CC=C1)C